5,6-dichloro-1-(1-(4-isopropylcyclohexyl)piperidin-4-yl)-3-(2-morpholinoethyl)-1,3-dihydro-2H-benzo[d]imidazol-2-one ClC1=CC2=C(N(C(N2CCN2CCOCC2)=O)C2CCN(CC2)C2CCC(CC2)C(C)C)C=C1Cl